3-(2-chloro-4-nitrophenyl)-1-(3-chlorophenyl)urea ClC1=C(C=CC(=C1)[N+](=O)[O-])NC(NC1=CC(=CC=C1)Cl)=O